C1(=CC=CC=C1)CN([C@H](CCC#N)CCCC)[C@@H](C)C1=CC=CC=C1 (S)-4-(phenylmethyl-((S)-1-phenylethyl)amino)octanenitrile